ClC1=C(C=O)C(=CC=C1C)F 2-CHLORO-6-FLUORO-3-METHYLBENZALDEHYDE